N-(2-(furan-2-yl)-4-((methylamino)methyl)phenyl)-N-methylthiophene-3-sulfonamide O1C(=CC=C1)C1=C(C=CC(=C1)CNC)N(S(=O)(=O)C1=CSC=C1)C